CN(C)CC1=CC=C(C=C1)OC N,N-dimethyl-4-methoxybenzylamine